2,3-dimethoxy-7,7-dimethyl-9-(4-t-butylphenyl)-7H-benzo[C]fluoren-5-ol COC1=CC2=C(C(=CC=3C(C=4C=C(C=CC4C23)C2=CC=C(C=C2)C(C)(C)C)(C)C)O)C=C1OC